C(C)OC(=O)C=1N=C(C(N(C1)CC1=CC=CC=C1)=O)OC.C1=CC=C(C=C1)S(=O)[O-].[Zn+2].C1=CC=C(C=C1)S(=O)[O-] zinc p-benzenesulfinate ethyl-4-benzyl-6-methoxy-5-oxo-4,5-dihydropyrazine-2-carboxylate